C(C1=CC=CC=C1)N1C(CN(CC1)C(=O)OC(C)(C)C)(C)CO tert-Butyl 4-benzyl-3-(hydroxymethyl)-3-methylpiperazine-1-carboxylate